N1C(CC1)COC=1C=CC(=C(C(=O)NC2(CC2)C2=C3C=CC=NC3=CC(=C2)C=2SC=CC2)C1)C 5-(Azetidin-2-ylmethoxy)-2-methyl-N-(1-(7-(thiophen-2-yl)quinolin-5-yl)cyclopropyl)benzamide